C1(CC1)C(=O)NC1=CC(=C(N=N1)C(=O)NC)NC1=NN2C(C=CC(=C2)C2CN(C2)S(=O)(=O)C)=N1 6-(Cyclopropanecarboxamido)-N-methyl-4-((6-(1-(methylsulfonyl)azetidin-3-yl)-[1,2,4]Triazolo[1,5-a]Pyridin-2-yl)amino)pyridazine-3-carboxamide